C1CCC2=CC(=CC=C12)CC1=NC=CC(=N1)NC1=C2CN(C(C2=C(C=C1)O)=O)C1C(NC(CC1)=O)=O 3-(4-((2-((2,3-dihydro-1H-inden-5-yl)methyl)pyrimidin-4-yl)amino)-7-hydroxy-1-oxoisoindolin-2-yl)piperidine-2,6-dione